ClC=1C=C(C=CC1)NN m-Chloro-Phenyl-hydrazine